C(C)(C)C1(NC(=NC(=N1)NC=1C=NC(=CC1)C)C1=CC=CC=C1)N 2-isopropyl-N4-(6-methylpyridin-3-yl)-6-phenyl-1,3,5-triazine-2,4-diamine